7-cyclopentyl-2-(cyclopentylamino)-3-ethyl-3,7-dihydro-4H-pyrrolo[2,3-d]pyrimidin-4-one C1(CCCC1)N1C=CC2=C1N=C(N(C2=O)CC)NC2CCCC2